CC1=NSC(=N1)N 3-methyl-1,2,4-thiadiazole-5-amine